ClC1=C(C=C(OCC(=O)NC23CC(C2)(C3)C(=O)NCC3OC2=C(C(C3)=O)C=C(C=C2)Cl)C=C1)F 3-[2-(4-chloro-3-fluorophenoxy)acetamido]-N-[(6-chloro-4-oxo-3,4-dihydro-2H-1-benzopyran-2-yl)methyl]bicyclo[1.1.1]pentane-1-carboxamide